2-[[6-[(3R)-3-azidopiperidin-1-yl]-3-methyl-2,4-dioxopyrimidin-1-yl]methyl]benzonitrile N(=[N+]=[N-])[C@H]1CN(CCC1)C1=CC(N(C(N1CC1=C(C#N)C=CC=C1)=O)C)=O